S(=O)(=O)([O-])[O-].C(C=C)C(CC=C)[NH+](CC)CC.C(C=C)C(CC=C)[NH+](CC)CC diallylmethylethyl-ethylammonium sulfate